ClC1=NC(=NC(=C1C1OCCO1)Cl)C 4,6-bis(chloranyl)-5-(1,3-dioxolan-2-yl)-2-methyl-pyrimidine